ClC1=NC=CC(=N1)C1=CC=CC(=N1)C1=NOC(=C1)[C@]1(C(N(CC1)C)=O)O (3R)-3-[3-[6-(2-chloropyrimidin-4-yl)-2-pyridinyl]isoxazol-5-yl]-3-hydroxy-1-methylpyrrolidin-2-one